BrC(C(=O)OCC)C1=C(C(=C(C(=C1)C1(CCOCC1)C)F)F)OC ethyl 2-bromo-2-(3,4-difluoro-2-methoxy-5-(4-methyltetrahydro-2H-pyran-4-yl)phenyl)acetate